C(C)(C)C=1C(=NN(C1C=1C=C(C=2N(C1)N=CN2)C)COCC[Si](C)(C)C)C2=CC=C(C=C2)C=2CCN(CC2)C(=O)OC(C)(C)C tert-butyl 4-(4-(4-isopropyl-5-(8-methyl-[1,2,4]triazolo[1,5-a]pyridin-6-yl)-1-((2-(trimethylsilyl) ethoxy) methyl)-1H-pyrazol-3-yl) phenyl)-3,6-dihydropyridine-1(2H)-carboxylate